methyl (S)-2-((S)-2-(((benzyloxy)carbonyl)amino)-4-mercaptobutanamido)-5-(1,3-dioxolan-2-yl)pentanoate C(C1=CC=CC=C1)OC(=O)N[C@H](C(=O)N[C@H](C(=O)OC)CCCC1OCCO1)CCS